C1CC(=O)N(C1=O)OC(=O)C(=O)ON2C(=O)CCC2=O N,N'-disuccinimidyl oxalate